(E)-2-(1-(4-(2,4-Difluorophenoxy)benzylidene)-5-fluoro-2-methyl-1H-inden-3-yl)acetic acid FC1=C(OC2=CC=C(\C=C\3/C(=C(C4=CC(=CC=C34)F)CC(=O)O)C)C=C2)C=CC(=C1)F